O=[W] oxotungsten